N-ethyl-N-((2-propylthiazol-5-yl)methyl)-6-methoxy-3-nitropyridin-2-amine C(C)N(C1=NC(=CC=C1[N+](=O)[O-])OC)CC1=CN=C(S1)CCC